2,7-Di-tert-butyl-9H-fluoren-9-one C(C)(C)(C)C1=CC=2C(C3=CC(=CC=C3C2C=C1)C(C)(C)C)=O